2-[(3R)-3-{[4-(4-fluoro-2-hydroxyphenyl)-5H,6H,7H-cyclopenta[d]pyridazin-1-yl]amino}piperidin-1-yl]-1-(4-hydroxypiperidin-1-yl)ethanone FC1=CC(=C(C=C1)C=1C2=C(C(=NN1)N[C@H]1CN(CCC1)CC(=O)N1CCC(CC1)O)CCC2)O